1-(5-(5-chloro-2-(methylamino)pyrimidin-4-yl)-4-methylthiazol-2-yl)-3-(4-((4-methylpiperazin-1-yl)methyl)-3-(trifluoromethyl)phenyl)urea ClC=1C(=NC(=NC1)NC)C1=C(N=C(S1)NC(=O)NC1=CC(=C(C=C1)CN1CCN(CC1)C)C(F)(F)F)C